3-(4-fluorophenyl)benzaldehyde FC1=CC=C(C=C1)C=1C=C(C=O)C=CC1